((9-ethyl-9H-carbazol-3-yl)methyl)-1,3-propanediamine C(C)N1C2=CC=CC=C2C=2C=C(C=CC12)CC(CCN)N